5-cyano-6-(2H-1,2,3-triazol-2-yl)pyridin-3-amine C(#N)C=1C=C(C=NC1N1N=CC=N1)N